5-fluoro-3-phenyl-2-[(1S)-1-(7H-purin-6-ylamino)propyl]-4(3H)-quinazolinone FC1=C2C(N(C(=NC2=CC=C1)[C@H](CC)NC1=C2NC=NC2=NC=N1)C1=CC=CC=C1)=O